2-[5-[3-(Dibenzylamino)-2-fluoro-propoxy]pentyl]isoindoline-1,3-dione C(C1=CC=CC=C1)N(CC(COCCCCCN1C(C2=CC=CC=C2C1=O)=O)F)CC1=CC=CC=C1